(S)-4-(3-(3-bromophenyl)-2-((tert-Butoxycarbonyl)amino)propanamido)benzoic acid tert-butyl ester C(C)(C)(C)OC(C1=CC=C(C=C1)NC([C@H](CC1=CC(=CC=C1)Br)NC(=O)OC(C)(C)C)=O)=O